3-(1-hydroxy-3-isopropylcyclohexyl)acrylaldehyde OC1(CC(CCC1)C(C)C)C=CC=O